16-{[(1R)-1-carboxy-4-oxopentylidene]amino}-16-oxohexadecanoic acid C(=O)(O)C(CCC(C)=O)=NC(CCCCCCCCCCCCCCC(=O)O)=O